N1=NCCCC1 3,4,5,6-tetrahydropyridazin